P-[(diethylamino)methyl]phosphonic acid C(C)N(CC)CP(O)(O)=O